5,8-dibromo-2-vinylnaphthalene BrC1=C2C=CC(=CC2=C(C=C1)Br)C=C